(2S,4S)-1-[2-[4-[(1-chloro-5-isoquinolyl)amino]-1-piperidyl]acetyl]-4-fluoro-pyrrolidine-2-carbonitrile ClC1=NC=CC2=C(C=CC=C12)NC1CCN(CC1)CC(=O)N1[C@@H](C[C@@H](C1)F)C#N